FC1=C(C(=CC=C1O)F)CC(=O)O 2-(2,6-difluoro-3-hydroxy-phenyl)acetic acid